N-(1-(2-(3-(dimethylamino)azetidin-1-yl)-7-(8-ethynyl-7-fluoro-3-hydroxynaphthalen-1-yl)-8-fluoropyrido[4,3-d]pyrimidin-4-yl)-4,4-dimethylazepan-3-yl)-N-methylacrylamide CN(C1CN(C1)C=1N=C(C2=C(N1)C(=C(N=C2)C2=CC(=CC1=CC=C(C(=C21)C#C)F)O)F)N2CC(C(CCC2)(C)C)N(C(C=C)=O)C)C